1-[3-chloro-2-(2-hydroxyethyl)phenyl]-3-(2-fluoropyridin-4-yl)urea ClC=1C(=C(C=CC1)NC(=O)NC1=CC(=NC=C1)F)CCO